OCCC1=C(C(=O)[O-])C=CC(=C1)C(=O)[O-] 2-(Hydroxy ethyl)terephthalat